Tris(2-methoxyphenyl)phosphonium 2-(3-benzoylphenyl)propionate C(C1=CC=CC=C1)(=O)C=1C=C(C=CC1)C(C(=O)[O-])C.COC1=C(C=CC=C1)[PH+](C1=C(C=CC=C1)OC)C1=C(C=CC=C1)OC